C1(CC1)[C@@H]1[C@@H](N1C([2H])([2H])[2H])C(=O)[O-].[Li+] lithium (2R,3R)-3-cyclopropyl-1-(methyl-d3)aziridine-2-carboxylate